Ethyl 4-(3-(5-methoxypyrazin-2-yl)thioureido)thiazole-5-carboxylate COC=1N=CC(=NC1)NC(NC=1N=CSC1C(=O)OCC)=S